N-(3-(4-(2,4-Dioxotetrahydropyrimidin-1(2H)-yl)quinazolin-6-yl)prop-2-yn-1-yl)-5-(8-(7-isopropyl-1,3-dimethyl-2-oxo-2,3-dihydro-1H-benzo[d]imidazol-5-yl)isoquinolin-3-yl)picolinamide O=C1N(CCC(N1)=O)C1=NC=NC2=CC=C(C=C12)C#CCNC(C1=NC=C(C=C1)C=1N=CC2=C(C=CC=C2C1)C1=CC2=C(N(C(N2C)=O)C)C(=C1)C(C)C)=O